N-(3-((2-((4-(4-methylpiperazin-1-yl)phenyl)amino)-7H-pyrrolo[2,3-d]pyrimidin-4-yl)oxy)phenyl)acrylamide CN1CCN(CC1)C1=CC=C(C=C1)NC=1N=C(C2=C(N1)NC=C2)OC=2C=C(C=CC2)NC(C=C)=O